ethyl 2,6-dimethyl-7-oxo-4-(4,4,4-trifluoro-3-hydroxy-3-(3-pyridyl) but-1-ynyl)-1H-pyrrolo[2,3-c]pyridine-3-carboxylate CC1=C(C2=C(C(N(C=C2C#CC(C(F)(F)F)(C=2C=NC=CC2)O)C)=O)N1)C(=O)OCC